C(C)N1C(COC(C1)(C)C)COC1OC(C2=CC=CC=C12)=O ((4-ethyl-6,6-dimethylmorpholin-3-yl)methoxy)isobenzofuran-1(3H)-one